CNC[C@H](C1=CC(=C(C=C1)O)O)O (+)-adrenaline